BrC1=C(C=C2C(=NC(=NC2=C1F)OCC12CCCN2C\C(\C1)=C/F)N1CC2(CCO2)CCC1)Cl (Z)-6-(7-bromo-6-chloro-8-fluoro-2-((2-(fluoromethylene)tetrahydro-1H-pyrrolizin-7a(5H)-yl)methoxy)quinazolin-4-yl)-1-oxa-6-azaspiro[3.5]nonane